C(C)(C)(C)C1=NC(=NO1)C(=O)NCC1=C(C=C(C=C1)C1=NC=NN2C1=CC(=C2)C=C)C 5-tert-butyl-N-[[2-methyl-4-(6-vinylpyrrolo[2,1-f][1,2,4]triazin-4-yl)phenyl]methyl]-1,2,4-oxadiazole-3-carboxamide